N1(N=NN=C1)C[C@H](C)OC=1C=C(C=CC1)C=1C=CC=2N(N1)C(=CN2)C2=NC=CC=C2C#N 2-[6-(3-{[(2S)-1-(1H-tetrazol-1-yl)propan-2-yl]oxy}phenyl)imidazo[1,2-b]pyridazin-3-yl]pyridine-3-carbonitrile